CN(C1=NC(=C2N=C(N(C2=N1)CCC)C=O)N(C)C)C 2,6-bis(dimethylamino)-9-n-propyl-9H-purine-8-formaldehyde